C(=O)(O)C(C1CCCCC1)(C1CCCCC1)C(=O)O dicarboxydicyclohexylmethane